6-(2-fluoro-4-methyl-phenyl)-2-(2-pyridyloxymethyl)imidazo[1,2-a]pyrimidine FC1=C(C=CC(=C1)C)C=1C=NC=2N(C1)C=C(N2)COC2=NC=CC=C2